BrC=1C=2N(C=CC1)C(=C(N2)C)C(O)C2=CC(=C(C(=C2)F)F)F (8-bromo-2-methylimidazo[1,2-a]pyridin-3-yl)(3,4,5-trifluorophenyl)methanol